N-(2,5-bis(piperidin-1-yl)oxazolo[4,5-b]pyridin-6-yl)-6-(1-(tetrahydro-2H-pyran-2-yl)-1H-pyrazol-4-yl)pyridine-2-carboxamide N1(CCCCC1)C=1OC=2C(=NC(=C(C2)NC(=O)C2=NC(=CC=C2)C=2C=NN(C2)C2OCCCC2)N2CCCCC2)N1